C(C1=CC=CC=C1)(=O)NC1=C(C(=O)NCCN2CCOCC2)C=CC=C1 2-Benzamido-N-(2-morpholin-4-ylethyl)benzamid